C(C1=CC=CC=C1)(=O)N1C(N(C=CC1=O)C1OC[C@@H]([C@H]1OC(C1=CC=CC=C1)=O)OC(C1=CC=CC=C1)(C1=CC=C(C=C1)OC)C1=CC=C(C=C1)OC)=O.FC1=C(C=C(C(=C1)Cl)C)N(N)C(C(C)(C)C)=O (2-fluoro-4-chloro-5-methylphenyl)pivaloyl-hydrazine [(3R,4S)-2-(3-benzoyl-2,4-dioxo-pyrimidin-1-yl)-4-[bis(4-methoxyphenyl)-phenyl-methoxy]tetrahydrofuran-3-yl]benzoate